C(C)(C)(C)OC(=O)N[C@H](C(=O)O)[C@H](C)C1=C(C(=CC=C1F)C)C (2S,3R)-2-((tert-Butoxycarbonyl)amino)-3-(6-fluoro-2,3-dimethylphenyl)butanoic acid